4,4-dimethyldihydrofuran-2(3H)-one CC1(CC(OC1)=O)C